(4-(2-cyanopropan-2-yl)phenyl)-2-(4-((6,7-dimethoxyquinazolin-4-yl)oxy)-2,6-difluorophenyl)-2-oxoacetamide C(#N)C(C)(C)C1=CC=C(C=C1)NC(C(=O)C1=C(C=C(C=C1F)OC1=NC=NC2=CC(=C(C=C12)OC)OC)F)=O